6-methoxy-N,N-dimethyl-1H-benzo[d]imidazole-5-carboxamide COC=1C(=CC2=C(NC=N2)C1)C(=O)N(C)C